BrC=1C=C(C=CC1)C1(CC1)C(C(=O)NNC(=S)NC)O 2-[1-(3-bromophenyl)cyclopropyl]-2-hydroxy-N-[(methylaminothiocarbonyl)amino]-acetamide